3-(2-((((S)-2-amino-3-phenylpropanoyl)oxy)methoxy)-2,2-diphenylacetoxy)spiro[bicyclo[3.2.1]octane-8,1'-pyrrolidin]-1'-ium chloride TFA salt [O-]C(=O)C(F)(F)F.[Cl-].N[C@H](C(=O)OCOC(C(=O)OC1CC2CCC(C1)[N+]21CCCC1)(C1=CC=CC=C1)C1=CC=CC=C1)CC1=CC=CC=C1.N[C@H](C(=O)OCOC(C(=O)OC1CC2CCC(C1)[N+]21CCCC1)(C1=CC=CC=C1)C1=CC=CC=C1)CC1=CC=CC=C1